NC1=NC=NC=2NCC(NC12)=O 4-amino-7,8-dihydropteridine-6(5H)-one